N-[(2S)-2-[[4-[[3-[4-(Difluoromethoxy)-2,3-difluoro-phenyl]imidazo[1,2-a]pyrazin-8-yl]amino]-2-ethyl-benzoyl]amino]propyl]piperidine-4-carboxamide FC(OC1=C(C(=C(C=C1)C1=CN=C2N1C=CN=C2NC2=CC(=C(C(=O)N[C@H](CNC(=O)C1CCNCC1)C)C=C2)CC)F)F)F